C(C=1C(C(=O)[O-])=CC=CC1)(=O)OCCOC(C=C)=O mono(2-(acryloyloxy) ethyl) phthalate